2-(3-Oxa-6-azabicyclo[3.1.1]heptan-6-yl)-N-((1S,2R,3S,4R)-3-((4-fluoro-3-(trifluoromethyl)phenyl)carbamoyl)bicyclo[2.2.1]heptan-2-yl)-6-methoxybenzo[d]thiazole-7-carboxamide C12COCC(N1C=1SC3=C(N1)C=CC(=C3C(=O)N[C@@H]3[C@H]1CC[C@@H]([C@@H]3C(NC3=CC(=C(C=C3)F)C(F)(F)F)=O)C1)OC)C2